1-methylbutyn CC#CCC